P(=O)([O-])([O-])[O-].[Y+3] Yttrium Phosphat